dibenzylmethylmalonic acid dipropyl ester C(CC)OC(C(C(=O)OCCC)C(CC1=CC=CC=C1)CC1=CC=CC=C1)=O